butyl (8aR)-2-(3-(1-cyanoethyl)bicyclo[1.1.1]pentan-1-yl)-3-oxohexahydroimidazo[1,5-a]pyrazine-7(1H)-carboxylate C(#N)C(C)C12CC(C1)(C2)N2C(N1[C@@H](CN(CC1)C(=O)OCCCC)C2)=O